(S)-N-((S)-1-amino-1-oxo-3-((S)-2-oxopyrrolidin-3-yl)propan-2-yl)-2-azaspiro[4.4]nonane-3-carboxamide hydrochloride Cl.NC([C@H](C[C@H]1C(NCC1)=O)NC(=O)[C@H]1NCC2(C1)CCCC2)=O